1-(4-bromothiophen-2-yl)ethane BrC=1C=C(SC1)CC